(Z)-3-oxo-3-phenyl-2-(2-(thiazol-2-yl)hydrazino)propionic acid ethyl ester C(C)OC(C(C(C1=CC=CC=C1)=O)NNC=1SC=CN1)=O